C(C)(C)(C)C=1C(=C(C=C(C1)CCC(=O)OCC(CCCC)CC)N1N=C2C(=N1)C=CC(=C2)Cl)O 2-(3-tert-butyl-5-(2-(2-ethylhexyloxy)carbonylethyl)-2-hydroxyphenyl)-5-chloro-2H-benzotriazole